nonenic acid C(C=CCCCCCC)(=O)O